FC=1C=C(OCC=2C=C(C=NC2)C2=CC(=C(C(=O)N)C=C2)C)C=CC1C 4-[5-(3-fluoro-4-methylphenoxymethyl)pyridin-3-yl]-2-methylbenzamide